NC1=C2C(=NC=N1)N(N=C2C2=CC=C(C=C2)NC(=O)NC2=CC(=CC=C2)C(F)(F)F)C(C)C N-[4-[4-amino-1-(1-methylethyl)-1H-pyrazolo[3,4-d]pyrimidin-3-yl]phenyl]-N'-[3-(trifluoromethyl)phenyl]-urea